2,5-dimethoxy-4-(2-methyl-1-oxo-1,2,3,4-tetrahydro-2,7-naphthyridin-4-yl)benzaldehyde COC1=C(C=O)C=C(C(=C1)C1CN(C(C2=CN=CC=C12)=O)C)OC